C1(CCCC1)[C@H](C(=O)N(C)[C@H](C(=O)N[C@@H](C[C@H]1C(NCCC1)=O)C(C(=O)NC1CC(C1)(F)F)=O)CCC)NC(C(C)(C)C)=O (S)-2-((R)-2-cyclopentyl-N-methyl-2-pivalamidoacetamido)-N-((S)-4-((3,3-difluorocyclobutyl)amino)-3,4-dioxo-1-((S)-2-oxopiperidin-3-yl)butan-2-yl)pentanamide